Cl.[2H]C1(NCCOCC1)[2H] 5,5-dideuterio-[1,4]oxazepane hydrochloride